FC(C=1C=C2C(=CC=NC2=C(C1)C(F)(F)F)NC(C(=O)N=CN(C)C)=C)(F)F (2S)-2-[[6,8-bis(trifluoromethyl)-4-quinolinyl]amino]-N-(dimethylaminomethylene)acrylamide